O[C@@H]1C[C@H]2[C@H](CCC3=C(O2)C=C(C=C3)C(=O)O)[C@H]1\C=C\C([C@H](CCCC)C(F)(F)F)O (1R,2R,3aS,10aR)-2-hydroxy-1-[(1E,3ξ,4S)-3-hydroxy-4-(trifluoromethyl)-1-octen-1-yl]-2,3,3a,9,10,10a-hexahydro-1H-benzo[b]cyclopenta[f]oxepin-6-carboxylic acid